COC=1C=C(C=CC1OC)C(C(=O)C1=CC=C(C=C1)N1CCCC1)C 2-(3,4-dimethoxyphenyl)-1-(4-(pyrrolidin-1-yl)phenyl)propan-1-one